CC1([C@@H]2CCC([C@@H]([C@]2(CCC1)C)CCC(C)=O)=C)C 4-[(1S,4aS,8aS)-5,5,8a-trimethyl-2-methylene-decalin-1-yl]butan-2-one